4-bromo-6-chloro-1-(tetrahydro-2H-pyran-2-yl)-5-((trimethylsilyl)ethynyl)-1H-indazole BrC1=C2C=NN(C2=CC(=C1C#C[Si](C)(C)C)Cl)C1OCCCC1